N1=CC(=CC=C1)C=1C=C(C=CC1)C=1C=C(C=C(C1)C1=CC(=CC=C1)C=1C=NC=CC1)C1=CC(=CC=C1)C=1C=NC=CC1 3,3'-[5'-[3-(3-pyridyl)phenyl][1,1':3',1''-terphenyl]-3,3''-diyl]dipyridine